O1CC(C1)OC(=O)C=1C(=NC=NC1)C1=CN(C2=CC=CC=C12)C 4-(1-methyl-1H-indol-3-yl)pyrimidine-5-carboxylic acid oxetan-3-yl ester